(3-((4-(3-Amino-1H-indazol-5-yl)pyridin-2-yl)amino)phenyl)methanol NC1=NNC2=CC=C(C=C12)C1=CC(=NC=C1)NC=1C=C(C=CC1)CO